N1=CC=C2N1C=CC(=N2)C2=CNC=1N=C(N=CC12)NC1CC2(C1)CCN(CC2)C(C)=O 1-(2-((5-(pyrazolo[1,5-a]pyrimidin-5-yl)-7H-pyrrolo[2,3-d]pyrimidin-2-yl)amino)-7-azaspiro[3.5]nonan-7-yl)ethan-1-one